2-oxo-piperazin O=C1NCCNC1